ClC=1C=C2C(=C(C(NC2=CC1)=O)C(\C=C\C1=CC=C(C=C1)C1=CC2=CN(N=C2C=C1)CC)=O)C1=CC=CC=C1 6-chloro-3-[(E)-3-[4-(2-ethylindazol-5-yl)phenyl]prop-2-enoyl]-4-phenyl-1H-quinolin-2-one